[Na+].[Na+].[Na+].[Na+].OCC(P([O-])([O-])=O)P([O-])([O-])=O hydroxyl-ethylidenediphosphonic acid tetrasodium salt